CN1N=CC(=C1)NCC1=NC=C(C=C1)C(F)(F)F 1-methyl-N-((5-(trifluoromethyl)-pyridin-2-yl)methyl)-1H-pyrazol-4-amine